C(C)(C)N(C(=O)C=1OC=CC1)C(C)C N,N-diisopropylfuran-2-formamide